(S)-C-Methyl-5'-O-mesyl-3'-O-[(1,1-dimethylethyl)dimethylsilyl]-2'-O-methyl-uridine CCO[C@H]1[C@H](O[C@@H]([C@H]1O[Si](C)(C)C(C)(C)C)COS(=O)(=O)C)N1C(=O)NC(=O)C=C1